N-(2,2-difluoroethyl)-2-[[4-[5-(trifluoromethyl)-1,2,4-oxadiazol-3-yl]phenyl]methyl]-4-oxazolecarboxamide FC(CNC(=O)C=1N=C(OC1)CC1=CC=C(C=C1)C1=NOC(=N1)C(F)(F)F)F